3-(4-morpholinophenyl)propanoic acid O1CCN(CC1)C1=CC=C(C=C1)CCC(=O)O